6-(cyclopropanecarboxamido)-4-((3-((difluoromethyl)sulfonyl)pyridin-2-yl)amino)-N-(methyl-d3)pyridazine-3-carboxamide C1(CC1)C(=O)NC1=CC(=C(N=N1)C(=O)NC([2H])([2H])[2H])NC1=NC=CC=C1S(=O)(=O)C(F)F